1,3-bis-(3-dimethylamino-propyl)-urea CN(CCCNC(=O)NCCCN(C)C)C